C(C)OC=C(C(=O)OCC)C(=O)OCC diethyl 2-(ethoxymethylene)-malonate